3-(2-chloro-4-(methoxymethoxy)-6-(4,4,5,5-tetramethyl-1,3,2-dioxaborolan-2-yl)phenyl)propyl methanesulfonate CS(=O)(=O)OCCCC1=C(C=C(C=C1B1OC(C(O1)(C)C)(C)C)OCOC)Cl